C1(=CC=CC=C1)C1=C(O[Al](C)C)C(=CC=C1)C1=CC=CC=C1 (2,6-diphenyl)phenoxydimethylaluminum